FC=1C=C(C=CC1C=1N(C=C(N1)C(F)(F)F)C)CN (3-fluoro-4-(1-methyl-4-(trifluoromethyl)-1H-imidazol-2-yl)phenyl)methylamine